Di(p-chlorophenyl) ditelluride ClC1=CC=C(C=C1)[Te][Te]C1=CC=C(C=C1)Cl